O=C1NC(CC[C@H]1NC(=O)N1CCC=2C1=NC=CC2)=O (R)-N-(2,6-Dioxopiperidin-3-yl)-2,3-dihydro-1H-pyrrolo[2,3-b]pyridine-1-carboxamide